C(C)(=O)C=1C=C(C=CC1)NS([O-])(=O)=O N-(3-acetylphenyl)sulfamate